N2-((1R,3s,5S)-9-(ethylsulfonyl)-9-azabicyclo[3.3.1]nonan-3-yl)-5-fluoro-N2-methyl-N4-(5-methyl-1H-pyrazol-3-yl)-6-(tetrahydrofuran-3-yl)pyrimidine-2,4-diamine C(C)S(=O)(=O)N1[C@H]2CC(C[C@@H]1CCC2)N(C2=NC(=C(C(=N2)NC2=NNC(=C2)C)F)C2COCC2)C